methyl (R)-2-(1-((2-aminopyridin-3-yl) oxy) ethyl)-4-fluorobenzoate NC1=NC=CC=C1O[C@H](C)C1=C(C(=O)OC)C=CC(=C1)F